C(CCCCCCC)N1SC=CC1=O 2-Octyl-2H-isothiazol-3-one